[Cu+].ClC=1C=CC(=C(CN(C(=O)C=2OC3=C(C2)C=C(C=C3)OC)C3CC2=CC=C(C=C2C3)C(NCCC)=O)C1)OCCOC N-(5-chloro-2-(2-methoxyethoxy)benzyl)-5-methoxy-N-(5-(N-propylcarbamoyl)-2,3-dihydro-1H-inden-2-yl)benzofuran-2-carboxamide copper (I)